sodium 1-heptanesulfonate C(CCCCCC)S(=O)(=O)[O-].[Na+]